COC1=C(CNC2=CN=C(N(C2=O)CC(=O)O)C2=CC=CC=C2)C=CC(=C1)OC 2-(5-((2,4-dimethoxybenzyl)amino)-6-oxo-2-phenylpyrimidin-1(6H)-yl)acetic acid